C(C)(C)(C)OC(=O)N1CCC(CC1)C(CN1CCNCC1)(F)F.CC(C(=O)N)C1=CC=CC=C1 methyl-Phenylacetamide tert-butyl-4-(1,1-difluoro-2-piperazin-1-yl-ethyl)piperidine-1-carboxylate